methyl 4-(5-methoxy-2-nitrophenyl)-3-oxobutanoate COC=1C=CC(=C(C1)CC(CC(=O)OC)=O)[N+](=O)[O-]